3-(4-(5-(difluoromethyl)-1,3,4-oxadiazol-2-yl)-2-fluorobenzyl)-5-fluoro-1-(1-methylpiperidin-4-yl)-1,3-dihydro-2H-benzo[d]imidazol-2-one FC(C1=NN=C(O1)C1=CC(=C(CN2C(N(C3=C2C=C(C=C3)F)C3CCN(CC3)C)=O)C=C1)F)F